(3S)-3-[5-(3-aminopropoxy)-1-oxo-isoindolin-2-yl]piperidine-2,6-dione NCCCOC=1C=C2CN(C(C2=CC1)=O)[C@@H]1C(NC(CC1)=O)=O